(6-bromo-3-fluoropyridin-2-yl)-N-(2,4-dimethoxybenzyl)-N-(4-methoxy-3-(1-methyl-1H-1,2,4-triazol-3-yl)-5-nitrophenylmethyl)methylamine BrC1=CC=C(C(=N1)CN(CC1=CC(=C(C(=C1)[N+](=O)[O-])OC)C1=NN(C=N1)C)CC1=C(C=C(C=C1)OC)OC)F